BrC1=C(C=C2C=NNC2=C1CCCl)OC 6-bromo-7-(2-chloroethyl)-5-methoxy-1H-indazole